C(C)[P+](CCCC)(CC)CC triethyl(butyl)phosphonium